ClC1=NC=C(C(=N1)C=1CCN(CC1)C(=O)OC(C)(C)C)F tert-Butyl 4-(2-chloro-5-fluoropyrimidin-4-yl)-3,6-dihydropyridine-1(2H)-carboxylate